(S)-N-((R)-2-hydroxy-1-(4-((1-methoxycyclopentyl)methoxy)phenyl)-2-methylpropyl)-2-phenylpropanamide OC([C@@H](C1=CC=C(C=C1)OCC1(CCCC1)OC)NC([C@@H](C)C1=CC=CC=C1)=O)(C)C